C(C)CC(=O)O.ICCCCC(=O)OCC ethyl 5-iodovalerate (ethyl acetate)